methyl(4-methylbenzyl)(((6-(5-(trifluoromethyl)-1,2,4-oxadiazol-3-yl)imidazo[1,2-a]pyridin-2-yl)methyl)imino)-λ6-sulfanone CS(=O)(=NCC=1N=C2N(C=C(C=C2)C2=NOC(=N2)C(F)(F)F)C1)CC1=CC=C(C=C1)C